N-(4-((2-(1,1-difluoroethyl)pyrimidin-4-yl)amino)-5-(2-methyl-oxazol-4-yl)pyridin-2-yl)acetamide FC(C)(F)C1=NC=CC(=N1)NC1=CC(=NC=C1C=1N=C(OC1)C)NC(C)=O